((5-nitroquinolin-8-yloxy)methoxy(phenoxy)phosphorylamino)propionate [N+](=O)([O-])C1=C2C=CC=NC2=C(C=C1)OP(=O)(OC1=CC=CC=C1)N(OC)C(C(=O)[O-])C